4-amino-1-cyclopentyl-N-(4-(hydroxymethyl)phenyl)-1H-pyrazolo[3,4-d]pyrimidine-3-carboxamide NC1=C2C(=NC=N1)N(N=C2C(=O)NC2=CC=C(C=C2)CO)C2CCCC2